ClC=1C=C(C(=O)N[C@@H](CO)CC)C=CC1C=1N(C2=NC=NC(=C2N1)OC1(CC1)C)CC1=NC=CC(=C1)C (R)-3-chloro-N-(1-hydroxybutan-2-yl)-4-(6-(1-methylcyclopropoxy)-9-((4-methylpyridin-2-yl)methyl)-9H-purin-8-yl)benzamide